5-hydroxy-1,4-benzodioxan OC1=CC=CC=2OCCOC21